cyclopropyl-5-(3-(5,6-dichloro-1-methyl-isoindolin-2-yl)-2-methyl-3-oxopropyl)imidazolidine-2,4-dione C1(CC1)N1C(NC(C1CC(C(=O)N1C(C2=CC(=C(C=C2C1)Cl)Cl)C)C)=O)=O